3-((2,3-dimethylpyridin-4-yl)amino)-N-(3-(pyridin-4-yloxy)phenyl)benzamide CC1=NC=CC(=C1C)NC=1C=C(C(=O)NC2=CC(=CC=C2)OC2=CC=NC=C2)C=CC1